CN(C1=CC=C(C=C1)C1NCCC2=CC(=C(C=C12)O)O)C 1-(4-(dimethylamino)phenyl)-1,2,3,4-tetrahydroisoquinoline-6,7-diol